3-methylbut-3-enyl 4-methylbenzenesulfonate CC1=CC=C(C=C1)S(=O)(=O)OCCC(=C)C